BrC=1C=CC(=C(C(=O)NOC)C1)C#CC1=CC=CC=C1 5-bromo-N-methoxy-2-(phenylethynyl)benzamide